3-bromo-2',4'-difluoro-[1,1'-biphenyl] BrC=1C=C(C=CC1)C1=C(C=C(C=C1)F)F